ClC1=CC(=C(COC2=CC=CC(=N2)C2CCN(CC2)CC2=NC3=C(N2C)C=C(C=C3O[C@@H](CF)F)C(=O)O)C=C1)F (R)-2-((4-(6-((4-chloro-2-fluorobenzyl)oxy)pyridin-2-yl)piperidin-1-yl)methyl)-4-(1,2-difluoroethoxy)-1-methyl-1H-benzo[d]imidazole-6-carboxylic acid